tert-Butyl 3-(2-(2-(2-azidoethoxy)ethoxy)ethoxy)propanoate N(=[N+]=[N-])CCOCCOCCOCCC(=O)OC(C)(C)C